FC1(CCN(CC1)C(=O)C=1C=C2C(=NC1)C(CCO2)=C)F 4,4-difluoro-1-{4-methylidene-2H,3H-pyrano[3,2-b]pyridine-7-carbonyl}piperidine